N-1-naphthyl-2-[4-(7H-pyrrolo-[2,3-d]pyrimidin-4-yl)-1H-pyrazol-1-yl]propanamide C1(=CC=CC2=CC=CC=C12)NC(C(C)N1N=CC(=C1)C=1C2=C(N=CN1)NC=C2)=O